4-nitrophenyl-(benzyl-2-amino-2-methylpropanoate) [N+](=O)([O-])C1=CC=C(C=C1)OC(C(CCC1=CC=CC=C1)(C)N)=O